(R)-4-(1-(4-cyclopropyl-2-fluorophenyl)-3-(3-(methylamino)piperidine-1-carbonyl)-1H-pyrazol-5-yl)benzonitrile C1(CC1)C1=CC(=C(C=C1)N1N=C(C=C1C1=CC=C(C#N)C=C1)C(=O)N1C[C@@H](CCC1)NC)F